C(CC)S(=O)(=O)CC Ethyl normal propyl sulfone